N-(3-(4-(3-(aminomethyl)phenyl)piperidine-1-carbonyl)phenyl)-2,3-dihydroxybenzamide NCC=1C=C(C=CC1)C1CCN(CC1)C(=O)C=1C=C(C=CC1)NC(C1=C(C(=CC=C1)O)O)=O